CS(=O)(=O)C1(COC1)C1=CC=C(OCCN2CCC3(CC2)C(N(C2=CC=C(C=C23)C#N)CC(F)(F)F)=O)C=C1 1'-{2-[4-(3-methanesulfonyl-oxetan-3-yl)phenoxy]ethyl}-2-oxo-1-(2,2,2-trifluoroethyl)-1,2-dihydrospiro[indole-3,4'-piperidine]-5-carbonitrile